tert-butyl 1-(2,6-dioxopiperidin-3-yl)-2-oxo-1,2,4,5-tetrahydro-6H-imidazo[1,5,4-de]quinoxaline-6-carboxylate O=C1NC(CCC1N1C(N2CCN(C=3C=CC=C1C23)C(=O)OC(C)(C)C)=O)=O